N[C@@H](CC(C)C)C(=O)OCOC=1C(C=CN2N([C@H]3N(C(C21)=O)CCOC3)[C@@H]3C2=C([Se]CC1=C3C=CC(=C1F)F)C=CC=C2)=O (((R)-12-((S)-7,8-difluoro-6,11-dihydrodibenzo[b,e]selenepin-11-yl)-6,8-dioxo-3,4,6,8,12,12a-hexahydro-1H-[1,4]oxazino[3,4-c]pyrido[2,1-f][1,2,4]triazin-7-yl)oxy)methyl L-leucinate